molybdocene dihydride [H-].[H-].[CH-]1C=CC=C1.[CH-]1C=CC=C1.[Mo+2]